(R,E)-N-(3-ethoxy-4-methoxybenzylidene)-2-methylpropane-2-sulfinamide C(C)OC=1C=C(\C=N\[S@](=O)C(C)(C)C)C=CC1OC